8-(3-fluoroazetidin-1-yl)-5-isopropyl-2,6-naphthyridin FC1CN(C1)C=1C=NC(=C2C=CN=CC12)C(C)C